[Cl-].CC=1CN(C=CC1)CCCC 3-methyl-1-N-butylpyridine chloride